methyl 4,6-dideoxy-α-D-glucopyranoside O([C@@H]1[C@H](O)[C@@H](O)C[C@H](O1)C)C